(2,6-difluorophenyl)-4,5-dihydro-N,N-dimethyl-3-isoxazolecarboxamide FC1=C(C(=CC=C1)F)C1C(=NOC1)C(=O)N(C)C